(3-fluoro-4-isopropylphenyl)(o-tolyl)methanaminium chloride [Cl-].FC=1C=C(C=CC1C(C)C)C([NH3+])C1=C(C=CC=C1)C